OC=1C=C(C=CC1)C1=C(C=CC=C1)CCC(=O)N1CCN(CC1)C1=CC=C(N=N1)C(=O)NS(=O)(=O)C 6-[4-[3-[2-(3-Hydroxyphenyl)phenyl]propanoyl]piperazin-1-yl]-N-methylsulfonylpyridazine-3-carboxamide